2-(chloromethyl)-6-cyclopropylimidazo[1,2-c]Pyrimidin-5(6H)-one ClCC=1N=C2N(C(N(C=C2)C2CC2)=O)C1